2-(2-methylbutan-2-yl)phenyl cyclopentylcarbamate C1(CCCC1)NC(OC1=C(C=CC=C1)C(C)(CC)C)=O